FC(C1=NN=C(O1)C=1C=CC(=NC1)CN1C(OC(=N1)C1=C(C(=CC=C1)C1CCNCC1)F)=O)F 3-[[5-[5-(difluoromethyl)-1,3,4-oxadiazol-2-yl]-2-pyridinyl]methyl]-5-[2-fluoro-3-(4-piperidinyl)phenyl]-1,3,4-oxadiazol-2-one